C(C)(C)(C)OC(NCCC[C@H](N)C1=NC(=NO1)CC12CC3CC(CC(C1)C3)C2)=O (S)-4-(3-(adamantan-1-yl)methyl-1,2,4-oxadiazol-5-yl)-4-aminobutylcarbamic acid tert-butyl ester